FC(OCCSC=1N=C2N(N1)[C@@H](C[C@@H]2F)C2=CC=CC=C2)F (5S,7S)-2-[2-(difluoromethoxy)ethylthio]-7-fluoro-5-phenyl-6,7-dihydro-5H-pyrrolo[1,2-b][1,2,4]triazole